5-[[6-benzyloxy-8-fluoro-7-(1,1,4-trioxo-1,2,5-thiadiazolidin-2-yl)-2-naphthyl]oxy]-3,3-dimethyl-pentanal C(C1=CC=CC=C1)OC=1C=C2C=CC(=CC2=C(C1N1S(NC(C1)=O)(=O)=O)F)OCCC(CC=O)(C)C